BrC=1OC=COC1 bromodioxin